(S)-6-methyl-N-(6-methyl-5-(7-(methylamino)-1,6-naphthyridin-3-yl)pyridin-3-yl)-5,6,7,8-tetrahydroimidazo[1,2-a]pyridine-3-carboxamide C[C@H]1CCC=2N(C1)C(=CN2)C(=O)NC=2C=NC(=C(C2)C=2C=NC1=CC(=NC=C1C2)NC)C